N1=C2C(=CC=C1)OC1=C(C[C@@H]2CNC(OC(C)(C)C)=O)C=CC=C1 |o1:10| tert-butyl (R*)-((10,11-dihydrobenzo[6,7]oxepino[3,2-b]pyridin-11-yl)methyl)carbamate